C1(CC1)C=1C=C(CO[C@@H](C(=O)NC2(CC2)C2=CC=C(C=C2)C2=NNNN2)C(C)C)C=CC1 (R)-2-((3-cyclopropylbenzyl)oxy)-N-(1-(4-(2,3-dihydro-1H-tetrazol-5-yl)phenyl)cyclopropyl)-3-methylbutanamide